C[C@@H]1CN(C[C@@H](O1)C)C(=O)C=1C2=C(N(N1)CC(=O)N1CCN(CC1)C1=C(C(=CC=C1)C)C)C[C@H]1[C@@H]2C1 2-{(3bS,4aS)-3-[(2R,6S)-2,6-Dimethylmorpholin-4-carbonyl]-3b,4,4a,5-tetrahydro-1H-cyclopropa[3,4]cyclopenta[1,2-c]pyrazol-1-yl}-1-[4-(2,3-dimethylphenyl)piperazin-1-yl]ethan-1-on